N-(2-(thiazol-5-yl)-1H-pyrrolo[3,2-c]pyridin-6-yl)cyclopropanecarboxamide S1C=NC=C1C1=CC=2C=NC(=CC2N1)NC(=O)C1CC1